rel-N-[(3R,5R)-5-hydroxypiperidin-3-yl]-N-methylcarbamic acid benzyl ester hydrochloride Cl.C(C1=CC=CC=C1)OC(N(C)[C@H]1CNC[C@@H](C1)O)=O |o1:12,16|